tert-butyl 2-[4-(3-aminopyrazol-1-yl)phenyl]-4,4-difluoro-pyrrolidine-1-carboxylate NC1=NN(C=C1)C1=CC=C(C=C1)C1N(CC(C1)(F)F)C(=O)OC(C)(C)C